2-bromo-7-methyl-6,7-dihydro-5H-pyrrolo[1,2-a]imidazol-7-ol BrC=1N=C2N(C1)CCC2(O)C